(S)-6-((1-(3-chlorophenyl)ethyl)amino)-5-fluoro-3-isopropylpyrimidine ClC=1C=C(C=CC1)[C@H](C)NC=1C(=CN(CN1)C(C)C)F